C(C(C)C)NS(=O)(=O)C1=CC=C(C=C1)C (N-isobutyl-4-methylphenyl-sulfonamide)